fluoro-5-[2-methoxy-4-(trifluoromethoxy)phenoxy]pyridine-4-carboxylic acid FC1=NC=C(C(=C1)C(=O)O)OC1=C(C=C(C=C1)OC(F)(F)F)OC